(E)-4-bromo-N-((dimethylamino)methylene)-2-methyl-6-(trifluoromethyl)benzamide BrC1=CC(=C(C(=O)/N=C/N(C)C)C(=C1)C(F)(F)F)C